ClC1=NC=C(C(=N1)NCC1=C(C=C(C=C1)OC)OC)C=1C=NN(C1Cl)C 2-Chloro-5-(5-chloro-1-methyl-1H-pyrazol-4-yl)-N-(2,4-dimethoxybenzyl)pyrimidin-4-amine